tert-butyl (1S,5R)-6-(hydroxymethyl)-3-azabicyclo[3.1.1]heptane-3-carboxylate OCC1[C@@H]2CN(C[C@H]1C2)C(=O)OC(C)(C)C